1-(2-fluoroethyl)-3-methyl-1H-pyrazole-5-carboxylic acid FCCN1N=C(C=C1C(=O)O)C